N1(CCC1)CCNC(=O)C=1C=C2C(=C(NC2=CC1)C)C N-(2-(Azetidin-1-yl)ethyl)-2,3-dimethyl-1H-indole-5-carboxamide